Phenyl{[phenyl(biphenylyl)triazinyl]phenyl}dibenzofuran C1(=CC=CC=C1)C1=C(C2=C(OC3=C2C=CC=C3)C=C1)C1=C(C=CC=C1)C1=NN=NC(=C1C1=C(C=CC=C1)C1=CC=CC=C1)C1=CC=CC=C1